F[C@H]1CN(C[C@@H]1NC)C=1C=C2C=CC(=NC2=NC1)C1=CC2=CN(N=C2C(=C1O)C)C 5-{6-[(3S,4S)-3-fluoro-4-(methylamino)pyrrolidin-1-yl]-1,8-naphthyridin-2-yl}-2,7-dimethylindazol-6-ol